(2S,4r)-N-[[1-[(5-tert-butyl-1,2,4-oxadiazol-3-yl)methyl]-3-piperidinyl]methyl]-1-[(2S)-2-(4-cyclopropyltriazol-1-yl)-3,3-dimethyl-butyryl]-4-hydroxy-pyrrolidine-2-carboxamide C(C)(C)(C)C1=NC(=NO1)CN1CC(CCC1)CNC(=O)[C@H]1N(C[C@@H](C1)O)C([C@H](C(C)(C)C)N1N=NC(=C1)C1CC1)=O